COC=1C=C(C=C(C1)OC)C1=CC2=C(NC(NC2=O)=O)C=N1 6-(3,5-dimethoxyphenyl)pyrido[3,4-d]pyrimidine-2,4(1H,3H)-dione